FC(C(=O)O)(F)F.C(C)N1C=NC(=C1CSC=1NC(C2=C(N1)CCC2)=O)C2(CC2)C(F)(F)F 2-[({3-Ethyl-5-[1-(trifluoromethyl)cyclopropyl]imidazole-4-yl}methyl)sulfanyl]-3H,5H,6H,7H-cyclopenta[d]pyrimidin-4-one trifluoroacetate salt